C(C)(C)(C)OC(NC1(CN(CCC1)C1=NC(=NC2=C(C(=C(C=C12)F)Br)F)Cl)C)=O (1-(7-bromo-2-chloro-6,8-difluoroquinazolin-4-yl)-3-methylpiperidin-3-yl)carbamic acid tert-butyl ester